2-methyl-quinoline CC1=NC2=CC=CC=C2C=C1